(1s,4s)-4-(8-(2-chloro-6-fluorophenylamino)-2-((1R,3r)-3-hydroxycyclobutylamino)-9H-purin-9-yl)cyclohexanecarboxamide ClC1=C(C(=CC=C1)F)NC=1N(C2=NC(=NC=C2N1)NC1CC(C1)O)C1CCC(CC1)C(=O)N